4-trifluoromethylphenyl phosphate P(=O)(OC1=CC=C(C=C1)C(F)(F)F)([O-])[O-]